C(C)(C)(C)OC(=O)N[C@@H](C(=O)OC(C)(C)C)CCC(C)O tert-butyl (2R)-2-((tert-butoxycarbonyl) amino)-5-hydroxyhexanoate